6-(trifluoromethyl)nicotinic acid lithium salt [Li+].FC(C1=NC=C(C(=O)[O-])C=C1)(F)F